6-tert-butyl-N-methyl-2H-chromen-3-carboxamide C(C)(C)(C)C=1C=C2C=C(COC2=CC1)C(=O)NC